FC1=C(C=CC=C1F)[C@@H]1N(OCC1)C1=CC(=NC=N1)NC1=C(C=C(C=C1)N1CCC(CC1)N1CCN(CC1)CC)OC (R)-6-(3-(2,3-difluorophenyl)isooxazolidin-2-yl)-N-(4-(4-(4-ethylpiperazin-1-yl)piperidin-1-yl)-2-methoxyphenyl)pyrimidin-4-amine